BrC=1C=C2C(=NC1)C=C(N2S(=O)(=O)C)[C@@H]2N(CCC2)C(=O)OC(C)(C)C tert-butyl (2R)-2-{6-bromo-1-methanesulfonylpyrrolo[3,2-b]pyridin-2-yl}pyrrolidine-1-carboxylate